FC1=CC=C(C=C1)\N=C(\C1=CC=CC=C1)/C#N (Z)-N-(4-fluorophenyl)benzimidoyl cyanide